FC1(CCC(CC1)N1C(C(=CC(=C1)C)NC(C1=C(C=C(C=C1)NS(=O)(=O)CCO)N1CCC2(CC2)CC1)=O)=O)F N-(1-(4,4-difluorocyclohexyl)-5-methyl-2-oxo-1,2-dihydropyridin-3-yl)-4-((2-hydroxyethyl)sulphonamido)-2-(6-azaspiro[2.5]oct-6-yl)benzamide